Tert-butyl 5-[2-[(2R)-3-(3,4-dihydro-1H-isoquinolin-2-yl)-2-hydroxy-propyl]-1-oxo-3,4-dihydroisoquinolin-6-yl]-2,5-diazabicyclo[2.2.1]heptane-2-carboxylate C1N(CCC2=CC=CC=C12)C[C@H](CN1C(C2=CC=C(C=C2CC1)N1C2CN(C(C1)C2)C(=O)OC(C)(C)C)=O)O